3-fluoro-4,5,6,7-tetrahydrobenzothiophen-5-amine hydrochloride Cl.FC1=CSC2=C1CC(CC2)N